CC=1OC(=CC1C(=O)Cl)C 2,5-dimethyl-furan-3-carbonyl chloride